(S)-2-amino-2-(3-(difluoromethoxy)phenyl)ethanoic acid N[C@H](C(=O)O)C1=CC(=CC=C1)OC(F)F